N-((5-chloro-6-((3-methylisoxazol-5-yl)methoxy)-1H-indol-2-yl)methyl)-2-(oxetan-2-yl)acetamide ClC=1C=C2C=C(NC2=CC1OCC1=CC(=NO1)C)CNC(CC1OCC1)=O